N1=CC(=CC2=CC=CC=C12)C=1C=C2N(N1)CCC21CN(C1)C(CN1C=NN=C1)=O 1-[2'-(quinolin-3-yl)-5',6'-dihydrospiro[azetidine-3,4'-pyrrolo[1,2-b]pyrazol]-1-yl]-2-(4H-1,2,4-triazol-4-yl)ethan-1-one